C(C1=CC=CC=C1)OC(=O)N1CC2=CC(=CC(=C2CC1)[C@H]1NCCC1)Cl (S)-7-chloro-5-(pyrrolidin-2-yl)-3,4-dihydroisoquinoline-2(1H)-carboxylic acid benzyl ester